2-[4-(difluoromethoxy)-3-phenyl-phenyl]-4-methyl-pyrimidine-5-carboxylic acid FC(OC1=C(C=C(C=C1)C1=NC=C(C(=N1)C)C(=O)O)C1=CC=CC=C1)F